NC1=NC=CC(=C1)C=1C=C2C=CN=C(C2=CC1)N(C(C1=C(C=C(C=C1)C=1N=NN(C1)C)F)=O)[C@H]1CNCCC1 (R)-N-(6-(2-aminopyridin-4-yl)isoquinolin-1-yl)-2-fluoro-4-(1-methyl-1H-1,2,3-triazol-4-yl)-N-(piperidin-3-yl)benzamide